C(#C)C1=CC(N(C=2N=C(N=CC21)NC2=C(C=CC=C2)OC)C2=CC(=CC=C2)[N+](=O)[O-])=O 5-ethynyl-2-((2-methoxyphenyl)amino)-8-(3-nitrophenyl)pyrido[2,3-d]pyrimidin-7(8H)-one